O[C@H]1CN(CC1)CC=1C=NC2=CN=CC=C2C1 3-(((R)-3-hydroxypyrrolidin-1-yl)methyl)-1,7-naphthyridin